4-((1H-pyrazol-1-yl)methyl)-2-nitrobenzyl alcohol N1(N=CC=C1)CC1=CC(=C(CO)C=C1)[N+](=O)[O-]